N-arachidonoyl-lysine C(CCC\C=C/C\C=C/C\C=C/C\C=C/CCCCC)(=O)N[C@@H](CCCCN)C(=O)O